7-((4-(diethylamino)butanoyl)oxy)tridecane-1,13-diyl bis(4,4-bis((3,7-dimethyloct-6-en-1-yl)thio)butanoate) CC(CCSC(CCC(=O)OCCCCCCC(CCCCCCOC(CCC(SCCC(CCC=C(C)C)C)SCCC(CCC=C(C)C)C)=O)OC(CCCN(CC)CC)=O)SCCC(CCC=C(C)C)C)CCC=C(C)C